C(C)(C)(C)OC(=O)N1N=C(C=2C1=NC(=C(N2)CF)N2CCC(CC2)(C)NC(=O)OC(C)(C)C)C2=C(C(=CC=C2)Cl)Cl 6-(4-((Boc)amino)-4-methylpiperidin-1-yl)-3-(2,3-dichlorophenyl)-5-(fluoromethyl)-1H-pyrazolo[3,4-b]Pyrazine-1-carboxylic acid tert-butyl ester